(1aR,7bS)-5-[2-((Z)-3-ethylaminoprop-1-enyl)-4-fluorobenzenesulfonylamino]-1,1a,2,7b-tetrahydrocyclopropa[c]chromene-4-carboxylic acid C(C)NC\C=C/C1=C(C=CC(=C1)F)S(=O)(=O)NC1=CC=C2[C@@H]3[C@H](COC2=C1C(=O)O)C3